C(C(=C)C)(=O)OCCC[Si](O[Si](CC[Si](O[Si](C)(C)C)(O[Si](C)(C)C)O[Si](C)(C)C)(C)C)(O[Si](CC[Si](O[Si](C)(C)C)(O[Si](C)(C)C)O[Si](C)(C)C)(C)C)O[Si](C)(C)CC[Si](O[Si](C)(C)C)(O[Si](C)(C)C)O[Si](C)(C)C 3-methacryloxypropyl-tris[tris(trimethylsiloxy)silylethyldimethylsiloxy]silane